C(C)(C)N(C=1N=C(C2=C(C=NNC2=O)N1)NC1=CC=C(C=C1)N1CCC(CC1)C(C(C)(C)O)=O)C(C)C 2-(Diisopropylamino)-4-((4-(4-(2-Hydroxy-2-methylpropanoyl)piperidin-1-yl)phenyl)amino)pyrimido[4,5-d]pyridazin-5(6H)-on